N-(3',4',5'-trifluorobiphenyl-2-yl)-1,3-dimethyl-5-fluoropyrazole-4-yl-carboxamide FC=1C=C(C=C(C1F)F)C1=C(C=CC=C1)NC(=O)C=1C(=NN(C1F)C)C